C1(=CCCCC1)C=1C2=C(N=C(N1)NC1=C(C=C(C=C1)C1=CC=NN1C)OC)NC=C2C#N 4-(cyclohex-1-en-1-yl)-2-((2-methoxy-4-(1-methyl-1H-pyrazol-5-yl)phenyl)amino)-7H-pyrrolo[2,3-d]pyrimidine-5-carbonitrile